6-(4-ethyl-6-ethynylpyridin-3-yl)-5-{3-fluoro-4-[(4-methylpyrimidin-2-yl)oxy]phenyl}-7-methyl-7H-pyrrolo[2,3-d]pyrimidin-4-amine C(C)C1=C(C=NC(=C1)C#C)C1=C(C2=C(N=CN=C2N)N1C)C1=CC(=C(C=C1)OC1=NC=CC(=N1)C)F